bromotryptophane BrN[C@@H](CC1=CNC2=CC=CC=C12)C(=O)O